O=C1NC(CCC1NC1=CC(=C(C=C1)N1CCN(CC1)[C@@H]1CC[C@H](CC1)C(=O)O)F)=O trans-(1r,4r)-4-(4-(4-((2,6-dioxopiperidin-3-yl)amino)-2-fluorophenyl)piperazin-1-yl)cyclohexane-1-carboxylic acid